C1(=CC=CC=C1)C(CC)[Sn](N(C)C)(N(C)C)N(C)C 1-phenyl-propyl-tris(dimethylamino)tin